C(C)(C)(C)OC(=O)N1CC(C1)OC=1C=CC(=NC1)C1=CC(=CN1C)C(=O)OC methyl 5-(5-{[1-(tert-butoxycarbonyl) azetidin-3-yl] oxy} pyridin-2-yl)-1-methylpyrrole-3-carboxylate